((S)-3-(4-(5-(2,3-dihydro-1H-inden-4-yl)-6-methoxy-1H-pyrazolo[4,3-b]pyridin-3-yl)-1H-pyrazol-1-yl)pyrrolidin-1-yl)((cis)-3-hydroxycyclobutyl)methanone C1CCC2=C(C=CC=C12)C1=C(C=C2C(=N1)C(=NN2)C=2C=NN(C2)[C@@H]2CN(CC2)C(=O)[C@@H]2C[C@@H](C2)O)OC